Aluminium oxygen (M)-3-Cyano-4-(3-hydroxy-2,6-dimethylphenyl)-1-(2,2,2-trifluoroethyl)-1H-pyrrolo[2,3-b]pyridine-6-carboxamide C(#N)C1=CN(C2=NC(=CC(=C21)C2=C(C(=CC=C2C)O)C)C(=O)N)CC(F)(F)F.[O].[Al]